6-{[(1R)-1-(4-Chlorophenyl)-7-fluoro-5-[1-hydroxy-1-(piperidin-4-yl)ethyl]-1-{[1-(hydroxymethyl)cyclopropyl]methoxy}-3-oxo-2,3-dihydro-1H-isoindol-2-yl]methyl}pyridin-3-carbonitril ClC1=CC=C(C=C1)[C@@]1(N(C(C2=CC(=CC(=C12)F)C(C)(C1CCNCC1)O)=O)CC1=CC=C(C=N1)C#N)OCC1(CC1)CO